ClC1=C(C=CC(=C1)Cl)C=1CCCC2=C(C1C1=CC=C(C=C1)O[C@@H]1CN(CC1)CCCF)C=CC(=C2)N2C(C[C@@H](C2)O)=O (S)-1-(8-(2,4-dichloro-phenyl)-9-(4-(((S)-1-(3-fluoropropyl)pyrrolidin-3-yl)oxy)phenyl)-6,7-dihydro-5H-benzo-[7]annulen-3-yl)-4-hydroxypyrrolidin-2-one